5-(2-fluorophenyl)-3-(1-isopropyl-1H-benzo[d][1,2,3]triazol-5-yl)-1,2,4-oxadiazole FC1=C(C=CC=C1)C1=NC(=NO1)C1=CC2=C(N(N=N2)C(C)C)C=C1